tert-butyl (5-((4-(5-((3-hydroxypropyl)carbamoyl)-1-methyl-1H-pyrrol-3-yl)phenyl)carbamoyl)-1-methyl-1H-pyrrol-3-yl)carbamate OCCCNC(=O)C1=CC(=CN1C)C1=CC=C(C=C1)NC(=O)C1=CC(=CN1C)NC(OC(C)(C)C)=O